C(C)(=O)N1CC(CCC1)C1=NC(=NC=C1Cl)NC=1C=C(C=NC1)N1C(CCC1)=O 1-(5-((4-(1-acetylpiperidin-3-yl)-5-chloropyrimidin-2-yl)amino)pyridin-3-yl)pyrrolidine-2-one